(±)-trans-[2-[[8-chloro-6-(4-methyl-3-pyridyl)-3-isoquinolyl]carbamoyl]cyclopropyl]methyl acetate C(C)(=O)OC[C@H]1[C@@H](C1)C(NC=1N=CC2=C(C=C(C=C2C1)C=1C=NC=CC1C)Cl)=O |r|